C(C1=CC=CC=C1)OC=1C(=C(C(=C(C1)C)C(=O)OCOC)C)O methoxymethyl 4-(benzyloxy)-3-hydroxy-2,6-xylenecarboxylate